OCCN(C1=CC(=C(C=C1)NC(=O)C1=CN=C(N1)C=1N(C=NC1C1=CC=C(C=C1)F)C(C)(C)C)F)CCO N-(4-(bis(2-hydroxyethyl)amino)-2-fluorophenyl)-3'-(tert-butyl)-5'-(4-fluorophenyl)-1H,3'H-[2,4'-biimidazole]-5-carboxamide